4-((3-(4-(((1R,4R)-4-(dimethylamino)cyclohexyl)amino)-1-(2,2,2-trifluoroethyl)-1H-indol-2-yl)prop-2-yn-1-yl)amino)-2-fluoro-5-methoxybenzamide CN(C1CCC(CC1)NC1=C2C=C(N(C2=CC=C1)CC(F)(F)F)C#CCNC1=CC(=C(C(=O)N)C=C1OC)F)C